amino-propyl-N-hydroxyethyloctadecylamine-dihydrofluoride F.F.NC(CCCCCCCCCCCCCCCCC)N(CCO)CCC